5-pregnen-3β,20α-diol C[C@@H]([C@H]1CC[C@@H]2[C@@]1(CC[C@H]3[C@H]2CC=C4[C@@]3(CC[C@@H](C4)O)C)C)O